C(C)OC(=O)C=1NC2=C(C=C(C=C2C1)F)OC 5-fluoro-7-methoxy-1H-indole-2-carboxylic acid ethyl ester